2,2,2-trichloroethyl (E)-(2-(6-methyl-4,8-dioxo-1,3,6,2-dioxazaborocan-2-yl)-1-phenylhept-3-en-2-yl)sulfamate CN1CC(OB(OC(C1)=O)C(CC1=CC=CC=C1)(\C=C\CCC)NS(OCC(Cl)(Cl)Cl)(=O)=O)=O